ClC=1C=C2C=C(NC2=CC1)CNC(N(C1CN(CCC1)C(CN1C(OCC1)=O)=O)C)=O 3-[(5-chloro-1H-indol-2-yl)methyl]-1-methyl-1-{1-[2-(2-oxo-1,3-oxazolidin-3-yl)acetyl]piperidin-3-yl}urea